1,1-bis(4-hydroxy-3-sec-butylphenyl)cyclododecane tert-butyl-[(2S)-2-hydroxy-4-(2-{[cis-3-(trifluoromethoxy)cyclobutyl]oxy}acetamido)bicyclo[2.2.2]octan-1-yl]carbamate C(C)(C)(C)N(C(O)=O)C12[C@H](CC(CC1)(CC2)NC(CO[C@@H]2C[C@@H](C2)OC(F)(F)F)=O)O.OC2=C(C=C(C=C2)C2(CCCCCCCCCCC2)C2=CC(=C(C=C2)O)C(C)CC)C(C)CC